8-(3-methoxy-1-(tetrahydro-2H-pyran-2-yl)-1H-pyrazolo[3,4-b]pyrazin-6-yl)-2-(4-methyl-2-(trifluoromethyl)pyrimidin-5-yl)-2,8-diazaspiro[4.5]decane COC1=NN(C2=NC(=CN=C21)N2CCC1(CCN(C1)C=1C(=NC(=NC1)C(F)(F)F)C)CC2)C2OCCCC2